C12C(CC(CC1)C2)CC(=O)NC2=C(C=C(C=C2C)N2CCOCC2)OC 2-Bicyclo[2.2.1]hept-2-yl-N-(2-methoxy-6-methyl-4-morpholin-4-yl-phenyl)-acetamide